C(#N)C=1C=C2C(=CC=NC2=CC1)NC1=CC=C(C(=O)NC=2C=NC(=CC2)NC2=CC=NC=C2)C=C1 4-(6-cyanoquinolin-4-ylamino)-N-(6-(pyridin-4-ylamino)pyridin-3-yl)benzamide